CN(C(OCC12CN(CC(CC1)C2)C=2C1=C(N=C(N2)OC[C@]23CCCN3C[C@@H](C2)F)C(=C(N=C1)Cl)F)=O)C (3-(7-chloro-8-fluoro-2-(((2R,7aS)-2-fluorotetrahydro-1H-pyrrolizin-7a(5H)-yl)methoxy)pyrido[4,3-d]pyrimidin-4-yl)-3-azabicyclo[3.2.1]octan-1-yl)methyl dimethylcarbamate